methyl 2-((2-(benzyloxy)-4-fluorophenyl) amino)-5-(trifluoromethyl)-benzoate C(C1=CC=CC=C1)OC1=C(C=CC(=C1)F)NC1=C(C(=O)OC)C=C(C=C1)C(F)(F)F